[Si](C)(C)(C(C)(C)C)OCCN(S(=O)(=O)N1CCC(CC1)N1N=CC(=C(C1=O)Cl)NCC1COCCC1)C1=CC=C(C=C1)C#N N-[2-[tert-butyl(dimethyl)silyl]oxyethyl]-4-[5-chloro-6-oxo-4-(tetrahydropyran-3-ylmethylamino)pyridazin-1-yl]-N-(4-cyanophenyl)piperidine-1-sulfonamide